C(#N)C=1C(=C(C(=O)O)C=CC1)CC cyano-2-ethyl-benzoic acid